CN(CCCNC(C(OC(OC(OC(OC(OC(F)(F)F)(F)F)(F)F)(F)F)(F)F)(F)F)=O)C N-(3-(dimethylamino)propyl)-2,2,4,4,6,6,8,8,10,10,12,12,12-tridecafluoro-3,5,7,9,11-pentaoxadodecanamide